N-(4-(1-isonicotinoyl-1,2,3,6-tetrahydropyridin-4-yl)-1H-pyrrolo[2,3-b]pyridin-6-yl)cyclopropylcarboxamide C(C1=CC=NC=C1)(=O)N1CCC(=CC1)C1=C2C(=NC(=C1)NC(=O)C1CC1)NC=C2